4-bromo-7-fluoro-1H-benzothiophene-1,1-dione BrC1=CC=C(C2=C1C=CS2(=O)=O)F